3-amino-2-chloro-6-(trifluoromethyl)isonicotinamide NC1=C(C(=O)N)C=C(N=C1Cl)C(F)(F)F